Isothiazol-2-oxide S1[N+](=CC=C1)[O-]